NC1=NOC2=C1C(=CC=C2)C2=CC(=C(C(=C2)F)NC(=O)NC2=CC(=CC=C2)OC(F)(F)F)F 1-(4-(3-Aminobenzo[d]isoxazol-4-yl)-2,6-difluorophenyl)-3-(3-(trifluoromethoxy)phenyl)urea